CC1=C(C=2N(C=C1C1=C(C=3N=C(SC3N1)N1[C@H](CNCC1)C)C(C)C)N=CN2)C (S)-5-(7,8-dimethyl-[1,2,4]triazolo[1,5-a]pyridin-6-yl)-6-isopropyl-2-(2-methylpiperazin-1-yl)-4H-pyrrolo[3,2-d]thiazole